methyl 2-((2-((tert-butoxycarbonyl)amino)ethyl)(cyclopentyl)amino)-2-oxoacetate C(C)(C)(C)OC(=O)NCCN(C(C(=O)OC)=O)C1CCCC1